C(C)(C)(C)OC(=O)N1C2=C(OCC1)C=C(C=N2)Br 7-bromo-2H-pyrido[3,2-b][1,4]oxazine-4(3H)-carboxylic acid tert-butyl ester